N-(3-chloro-5-(methylsulfonamido)phenyl)-4-(5-fluoro-3-((5-fluoro-2-methyl-3-(methylsulfonyl)benzyl)oxy)pyridin-2-yl)-5-methylthiophene-2-carboxamide ClC=1C=C(C=C(C1)NS(=O)(=O)C)NC(=O)C=1SC(=C(C1)C1=NC=C(C=C1OCC1=C(C(=CC(=C1)F)S(=O)(=O)C)C)F)C